CC=1C(=C(C=O)C=C(C1)C)B1OC(C(O1)(C)C)(C)C 3,5-dimethyl-2-(4,4,5,5-tetramethyl-1,3,2-dioxaborolan-2-yl)benzaldehyde